OC=1C=C(C=CC1OC)\C=C/C(=O)C1=CC=C(OCC#N)C=C1 2-[4-[(Z)-3-(3-Hydroxy-4-methoxyphenyl)prop-2-enoyl]phenoxy]acetonitrile